2-((4-(3-cyclopropoxyphenyl)thiazol-2-yl)amino)-2-oxoethan-1-aminium trifluoroacetate FC(C(=O)[O-])(F)F.C1(CC1)OC=1C=C(C=CC1)C=1N=C(SC1)NC(C[NH3+])=O